O[C@@]1(C(N(C2=CC=CC=C12)C=1C=C(C=NC1)CC1=NNC(C2=CC=CC=C12)=O)=O)C (S)-(-)-4-((5-(3-Hydroxy-3-methyl-2-oxoindolin-1-yl)pyridin-3-yl)methyl)phthalazin-1(2H)-on